1,5-di(1-aziridinylcarbonyl)pentane N1(CC1)C(=O)CCCCCC(=O)N1CC1